3-[4-(4-amino-piperidin-1-yl)-3-(3,5-difluorophenyl)-quinolin-6-yl]-2-hydroxy-benzonitrile monohydrochloride Cl.NC1CCN(CC1)C1=C(C=NC2=CC=C(C=C12)C=1C(=C(C#N)C=CC1)O)C1=CC(=CC(=C1)F)F